C(C)(=O)OC1(CN(C1)CC1=C(C=C(C=C1C)C1CN(C1)C(=O)OC(C)(C)C)C)C tert-butyl 3-(4-((3-acetoxy-3-methylazetidin-1-yl)methyl)-3,5-dimethylphenyl)azetidine-1-carboxylate